2-(2-fluorophenyl)-6-hydroxy-3,4-dihydroisoquinoline-1(2H)-one FC1=C(C=CC=C1)N1C(C2=CC=C(C=C2CC1)O)=O